2-(2,8-dimethylimidazo[1,2-b]pyridazin-6-yl)-7-[(3S,SR)-3,5-dimethylpiperazin-1-yl]pyrido[1,2-a]pyrimidin-4-one CC=1N=C2N(N=C(C=C2C)C=2N=C3N(C(C2)=O)C=C(C=C3)N3C[C@@H](N[C@H](C3)C)C)C1 |&1:25|